O1COC2=C1C=CC=C2CN2C(=NC=1N(C(N(C(C21)=O)C)=O)C)NCCO 7-(benzo[d][1,3]dioxol-4-ylmethyl)-8-((2-hydroxyethyl)amino)-1,3-dimethyl-3,7-dihydro-1H-purine-2,6-dione